((1r,4r)-4-((6-(1H-imidazol-1-yl)-1-methyl-2-oxo-1,2-dihydroquinolin-4-yl)amino)cyclohexyl)carbamic acid tert-butyl ester C(C)(C)(C)OC(NC1CCC(CC1)NC1=CC(N(C2=CC=C(C=C12)N1C=NC=C1)C)=O)=O